methyl (2S,5R)-5-[2-(benzyloxy)-2-oxoethyl]-1-(3-methoxy-3-oxopropanoyl)pyrrolidine-2-carboxylate C(C1=CC=CC=C1)OC(C[C@H]1CC[C@H](N1C(CC(=O)OC)=O)C(=O)OC)=O